C1(=CC(=CC=C1)C1=C(C(=NN1C=1SC=C(N1)C(=O)O)C1CC1)CC1=CC=C(C=C1)S(N)(=O)=O)C1=CC=CC=C1 2-(5-([1,1'-biphenyl]-3-yl)-3-cyclopropyl-4-(4-sulfamoylbenzyl)-1H-pyrazol-1-yl)thiazole-4-carboxylic acid